3-(5-chloro-7-{[(furan-2-yl)methyl]amino}-3-methylthieno[3,2-b]pyridin-2-yl)-N-(3-chlorophenyl)-D-alaninamide ClC1=CC(=C2C(=N1)C(=C(S2)C[C@@H](N)C(=O)NC2=CC(=CC=C2)Cl)C)NCC=2OC=CC2